FC1=C(C(=O)N[C@H](C(=O)O)CC2=CC=C(C3=CC=CC=C23)C=2C(N(C(=CC2C)C)C)=O)C(=CC(=C1)N1[C@H](COCC1)C(F)(F)F)F (S)-2-(2,6-difluoro-4-((R)-3-(trifluoromethyl)morpholino)benzoylamino)-3-(4-(1,4,6-trimethyl-2-oxo-1,2-dihydropyridin-3-yl)naphthalen-1-yl)propanoic acid